(2S,4R)-N-((R)-1-(4-carbamimidoylthiophen-2-yl)-2-hydroxyethyl)-1-((9,9-dimethyl-9H-fluorene-3-carbonyl)glycyl)-4-(methylsulfonyl)pyrrolidine-2-carboxamide C(N)(=N)C=1C=C(SC1)[C@@H](CO)NC(=O)[C@H]1N(C[C@@H](C1)S(=O)(=O)C)C(CNC(=O)C=1C=CC=2C(C3=CC=CC=C3C2C1)(C)C)=O